itaconic acid, N-vinylamide C(=C)NC(C(=C)CC(=O)O)=O